FC1=CC=C(C=C1)C1=CC(=CC=C1)B1OC(C(O1)(C)C)(C)C 2-(4'-fluoro-[1,1'-biphenyl]-3-yl)-4,4,5,5-tetramethyl-1,3,2-dioxaborolane